C(C1=CC=CC=C1)OC(=O)N1CC2CC2(CC1)[B] (Z)-(3-benzyloxycarbonyl-3-azabicyclo[4.1.0]hept-6-yl)boron